CNCCCCC=C N-methylhex-5-ene-1-amine